COCOC(C(=C)Cl)=O α-chloroacrylic acid methoxymethyl ester